2-hydroxy-2-methyl-1-phenyl-1-propanone, 4-methyl-styryl-diphenyliodonium salt CC1=CC=C(C=CC2=C(C=CC=C2)[I+]C2=CC=CC=C2)C=C1.OC(C(=O)C1=CC=CC=C1)(C)C